(E)-isobutyraldehyde oxime C(\C(C)C)=N/O